C(C)NC(CCCCCCCCCCC)=O lauric acid N-ethylamide